BrC1=CC2=C(CCCC(N2)=O)C=C1F 8-bromo-7-fluoro-1,3,4,5-tetrahydro-2H-1-benzazepin-2-one